[C@H]12OC[C@H](N(C1)C(=O)C=1C=C(C(=O)N[C@H](C)C=3C=NC(=NC3)C(F)(F)F)C=C(C1)C=1SC(=CN1)C)C2 3-((1R,4R)-2-oxa-5-azabicyclo[2.2.1]heptane-5-carbonyl)-5-(5-methylthiazol-2-yl)-N-((R)-1-(2-(trifluoromethyl)pyrimidin-5-yl)ethyl)benzamide